1-chloro-3-methylsulfanyl-propane ClCCCSC